C(C)(C)(C)OC(=O)N1[C@@H](COCC1)C=1C=C(C=C2CCN(CC12)C(=O)N1CC2CCC(C1)C2O[Si](C)(C)C(C)(C)C)Cl (3R)-3-(2-(8-((tert-butyldimethylsilyl)oxy)-3-azabicyclo[3.2.1]octane-3-carbonyl)-6-Chloro-1,2,3,4-tetrahydroisoquinolin-8-yl)morpholine-4-carboxylic acid tert-butyl ester